[Sn].[Sb].[Cu] copper-antimony-tin